ClC1=C(C(=CC=C1)Cl)C1=CC2=C(N=C(N=C2)SC)N2C1=NCC2 6-(2,6-dichlorophenyl)-2-(methylthio)-8,9-dihydroimidazo[1',2':1,6]pyrido[2,3-d]pyrimidine